(D)-α-hydroxyisovalerate O[C@@H](C(=O)[O-])C(C)C